(N-[4-Amino-5-[6-(difluoromethoxy)pyridin-3-carbonyl]thiazol-2-yl]-4-fluoroanilino)propanamid NC=1N=C(SC1C(=O)C=1C=NC(=CC1)OC(F)F)N(C1=CC=C(C=C1)F)C(C(=O)N)C